1-(2-methoxy-5-((5-bromo-3-methyl-1H-indol-2-yl)sulfonyl)phenyl)-4-(2,2,2-trichloroacetyl)piperazine 1-oxide COC1=C(C=C(C=C1)S(=O)(=O)C=1NC2=CC=C(C=C2C1C)Br)[N+]1(CCN(CC1)C(C(Cl)(Cl)Cl)=O)[O-]